(R)-6-bromo-3-methylhexanoic acid ethyl ester C(C)OC(C[C@@H](CCCBr)C)=O